N-(2-amino-3-fluoro-4-((4-hydroxybenzyl)amino)phenyl)-9,10-difluorodecanamide NC1=C(C=CC(=C1F)NCC1=CC=C(C=C1)O)NC(CCCCCCCC(CF)F)=O